CN(C(OC(C)(C)C)=O)C1=CC=C(C=C1)C1=CC=C(C=C1)B1OC(C(O1)(C)C)(C)C tert-Butyl N-methyl-N-[4-[4-(4,4,5,5-tetramethyl-1,3,2-dioxaborolan-2-yl)phenyl] phenyl]carbamate